6-(1-(1,4-dioxaspiro[4.5]decan-8-yl)-1H-pyrazol-4-yl)-4-(6-fluoropyridin-3-yl)pyrazolo[1,5-a]pyrazine-3-carbonitrile O1CCOC12CCC(CC2)N2N=CC(=C2)C=2N=C(C=1N(C2)N=CC1C#N)C=1C=NC(=CC1)F